2-allyl-6-((4-ethoxyphenyl)amino)-1-(6-((1-methylpiperidin-4-yl)oxy)pyridin-2-yl)-1,2-dihydro-3H-pyrazolo[3,4-d]pyrimidin-3-one C(C=C)N1N(C2=NC(=NC=C2C1=O)NC1=CC=C(C=C1)OCC)C1=NC(=CC=C1)OC1CCN(CC1)C